C1=C(C=CC2=CC=CC=C12)N(C1=CC=C(C=C1)OB(O)O)C1=CC=CC=C1 4-(2-naphthyl-(phenyl)amino)phenylboric acid